N,N,49,49-tetramethyl-4,13,22,27,32,47-hexaoxo-6,9,15,18,48-pentaoxa-3,12,21,26,31-pentaazapentacontan-1-aminium hydrogencarbonate C(O)([O-])=O.C[NH+](CCNC(COCCOCCNC(COCCOCCNC(CCCNC(CCCNC(CCCCCCCCCCCCCCC(OC(C)(C)C)=O)=O)=O)=O)=O)=O)C